O1CCN(CC1)C1=CC=C(OC2=CN=C(S2)C2(CCC2)C(=O)N)C=C1 (5-(4-morpholinophenoxy)thiazol-2-yl)cyclobutane-1-carboxamide